ClCCNC(=O)N1CCN(CC1)C=1C2=C(N=C(N1)OC[C@H]1N(CCC1)C)CN(CC2)C2=CC=CC1=CC=CC(=C21)C (S)-N-(2-chloroethyl)-4-(7-(8-methylnaphthalen-1-yl)-2-((1-methylpyrrolidin-2-yl)methoxy)-5,6,7,8-tetrahydropyrido[3,4-d]pyrimidin-4-yl)piperazine-1-carboxamide